NC[C@@H]1[C@H]([C@H]([C@@H](C1)N1C=C2CCC(NC=3C2=C1N=CN3)=O)O)O 2-((1R,2S,3R,4R)-4-(Aminomethyl)-2,3-dihydroxycyclopentyl)-2,6,8,9-tetrahydro-7H-2,3,5,6-tetraazabenzo[cd]azulen-7-one